(3R)-N-[8-isopropyl-2-(1-piperidinyl)pyrazolo[1,5-a][1,3,5]Triazin-4-yl]-2,3,4,9-tetrahydro-1H-carbazol-3-amine C(C)(C)C=1C=NN2C1N=C(N=C2N[C@@H]2CCC=1NC3=CC=CC=C3C1C2)N2CCCCC2